CC1=C(C[Si](COC)(COC)CC2=C(C=CC=C2C)C)C(=CC=C1)C di(2,6-dimethylbenzyl)bis(methoxymethyl)silane